C1(=CC=CC=C1)C1=CC(NCS1)=O (E)-6-phenyl-2H-1,3-thiazin-4(3H)-one